N-((2R,5S)-2,5-dimethylpyrrolidine-1-carbonyl)-O-((1R,3R)-3-(2-(5,6,7,8-tetrahydro-1,8-naphthyridin-2-yl)ethyl)cyclobutyl)-L-homoserine C[C@H]1N([C@H](CC1)C)C(=O)N[C@@H](CCOC1CC(C1)CCC1=NC=2NCCCC2C=C1)C(=O)O